O.C(\C=C/C(=O)O)(=O)O.ClC=1C=C(NC2=C(C=NC3=CC(=C(C=C23)NC(C=CCN(C)C)=O)OCC)C#N)C=CC1OCC1=NC=CC=C1 N-{4-[3-chloro-4-(2-pyridylmethoxy)anilino]-3-cyano-7-ethoxy-6-quinolinyl}-4-(dimethylamino)-2-butenamide maleate monohydrate